8-(4-chloro-2-(trifluoromethyl)phenyl)-9-(4-((1-(3-fluoropropyl)azetidin-3-ylidene)methyl)phenyl)-6,7-dihydro-5H-benzo[7]annulene-3-carboxylic acid ClC1=CC(=C(C=C1)C=1CCCC2=C(C1C1=CC=C(C=C1)C=C1CN(C1)CCCF)C=CC(=C2)C(=O)O)C(F)(F)F